Rac-(4-amino-1-methylimidazo[1,5-a]pyrido[3,4-e]pyrazin-8-yl)((3R,4aS,9bS)-3-fluoro-7-(trifluoromethyl)-3,4,4a,9b-tetrahydrobenzofuro[3,2-b]pyridin-1(2H)-yl)methanone NC=1C=2N(C3=C(N1)C=NC(=C3)C(=O)N3[C@@H]1[C@H](C[C@H](C3)F)OC3=C1C=CC(=C3)C(F)(F)F)C(=NC2)C |r|